perhydrocyclopentadiene C1=CC=CC1